OC1=CC=C(C=C1)/C(=C(\CC)/C1=CC=CC=C1)/C1=CC=C(OCCCCCN2CC(N(CC2C)C=2C=C3CN(C(C3=CC2)=O)C2C(NCC(C2)=O)=O)C)C=C1 (Z)-3-(5-(4-(5-(4-(1-(4-hydroxyphenyl)-2-phenylbut-1-en-1-yl)phenoxy)pentyl)-2,5-dimethylpiperazin-1-yl)-1-oxoisoindolin-2-yl)piperidine-2,5-dione